BrCC1=C(N=NN1C)C1=CC=C(C(=N1)C)O[C@H]1C2C(C2CC1)C(=O)OCC (±)-(2R)-Ethyl 2-((6-(5-(bromomethyl)-1-methyl-1H-1,2,3-triazol-4-yl)-2-methyl-pyridin-3-yl) oxy)bicyclo[3.1.0]hexane-6-carboxylate